(5R)-5-(4-bromobutyrylamino)-3,3-difluoropiperidine-1-carboxylic acid tert-butyl ester C(C)(C)(C)OC(=O)N1CC(C[C@H](C1)NC(CCCBr)=O)(F)F